ClC1=NC(=NC(=C1)C1=C(C=C(C=C1C)F)C)NS(=O)(=O)C=1C=C(C(=O)O)C=CC1 3-[[4-chloro-6-(4-fluoro-2,6-dimethyl-phenyl)pyrimidin-2-yl]sulfamoyl]benzoic acid